pentacosanyl chloride C(CCCCCCCCCCCCCCCCCCCCCCCC)Cl